N[C@@H]([C@@H](C(=O)N[C@H](C(=O)NCCCCCCCCCCCCOC1=C(C=C2C(=NC(=NC2=C1)C)N[C@H](C)C1=CC(=CC=C1)Br)OC)CC(C)C)O)CC1=CC=CC=C1 (S)-2-((2S,3R)-3-Amino-2-hydroxy-4-phenylbutanamido)-N-(12-((4-(((R)-1-(3-bromophenyl)ethyl)amino)-6-methoxy-2-methylquinazolin-7-yl)oxy)dodecyl)-4-methyl-pentanamide